N-(3-(Cyanomethyl)-3-(6-methyl-2-(1-methyl-1H-pyrazol-4-yl)-7-oxo-1-phenyl-6,7-dihydro-3H-spiro[dipyrrolo[2,3-b:3',2'-d]pyridine-8,4'-piperidin]-1-yl)cyclobutyl)benzenesulfonamide C(#N)CC1(CC(C1)NS(=O)(=O)C1=CC=CC=C1)C1(C(NC2=NC=C3C(=C21)C2(CCNCC2)C(N3C)=O)C=3C=NN(C3)C)C3=CC=CC=C3